N[C@@H]1CN(CCC1)C1=NC2=C(N1CC1=NC=C(C=C1)C#N)C=C(C=C2)C#N (S)-2-(3-aminopiperidin-1-yl)-1-((5-cyanopyridin-2-yl)methyl)-1H-benzo[d]imidazole-6-carbonitrile